sodium aconitate C(C=C(C(=O)[O-])CC(=O)[O-])(=O)[O-].[Na+].[Na+].[Na+]